C(CCC)C(CCC(=O)O)C(CCCC)CCCC 4,5-Dibutylnonanoic acid